6,6-bis(5-hydroxypentyl)undecane-1,11-diol lead [Pb].OCCCCCC(CCCCCO)(CCCCCO)CCCCCO